5-chloro-N-methoxy-N-methylpicolinamide ClC=1C=CC(=NC1)C(=O)N(C)OC